N-(2,6-dimethyl-4-(6,7,8,9-tetrahydro-5H-pyrido[3,2-b]azepin-5-yl)phenyl)-3,3-dimethylbutanamide CC1=C(C(=CC(=C1)N1C2=C(CCCC1)N=CC=C2)C)NC(CC(C)(C)C)=O